3-(3,5-dichloro-4-methoxybenzoylamino)-1-methyl-N-{[2-(trifluoromethyl)phenyl]methyl}-1H-pyrazole-4-carboxamide ClC=1C=C(C(=O)NC2=NN(C=C2C(=O)NCC2=C(C=CC=C2)C(F)(F)F)C)C=C(C1OC)Cl